6-methoxy-2-(2-methoxy-7-methylquinoxalin-5-yl)-5-methylbenzo[d]Thiazole COC1=CC2=C(N=C(S2)C2=C3N=CC(=NC3=CC(=C2)C)OC)C=C1C